FC=1N=C(SC1CN1[C@H](C[C@H](C1)OC1=NC=C(C=C1)OC)C)NC(C)=O N-(4-fluoro-5-(((2S,4R)-4-((5-methoxypyridin-2-yl)oxy)2-methylpyrrolidin-1-yl)methyl)thiazol-2-yl)acetamide